FC1=CC(=C(C=C1)C=1CCCC2=C(C1C1=CC=C(C=C1)C=C1CN(C1)CCC(F)(F)F)C=CC=C2)C(F)(F)F 8-(4-Fluoro-2-(trifluoromethyl)phenyl)-9-(4-((1-(3,3,3-trifluoropropyl)azetidin-3-yliden)methyl)phenyl)-6,7-dihydro-5H-benzo[7]annulen